4,6-dichloro-5-methylpyrimidine-2-amine ClC1=NC(=NC(=C1C)Cl)N